N1N=NC=C1C1[C@H]2CN(C[C@@H]12)C1=NN=C(O1)C=1C=NC(=NC1)NCC1=CC(=CC=C1)C(F)(F)F 5-(5-((1R,5S,6r)-6-(1H-1,2,3-triazol-5-yl)-3-azabicyclo[3.1.0]hexan-3-yl)-1,3,4-oxadiazol-2-yl)-N-(3-(trifluoromethyl)benzyl)pyrimidin-2-amine